1,1'-biphenyl (diphosphonite) P(O)OPO.C1(=CC=CC=C1)C1=CC=CC=C1